N-lauroyl-L-proline C(CCCCCCCCCCC)(=O)N1[C@@H](CCC1)C(=O)O